tertbutyl 6-methylene-8-(2-phenylpropan-2-yl)-3,8-diazabicyclo[3.2.1]octane-3-carboxylate C=C1C2CN(CC(C1)N2C(C)(C)C2=CC=CC=C2)C(=O)OC(C)(C)C